3-(3,4-Dimethoxybenzoyl)-2-thiazolidinethione COC=1C=C(C(=O)N2C(SCC2)=S)C=CC1OC